3,5-Dinitroaniline [N+](=O)([O-])C=1C=C(N)C=C(C1)[N+](=O)[O-]